NC=1NC2=CC=C(C=C2C1C#N)C(F)(F)F 2-amino-5-(trifluoromethyl)-1H-indole-3-carbonitrile